NC1=CC=C(C(C)(C)C2=CC(=CC=C2)C(C)(C)C2=CC=C(C=C2)N)C=C1 1,3-bis(p-amino-cumyl)benzene